4-(4-amino-7-benzyl-2-(ethoxymethyl)-1H-imidazo[4,5-c]quinolin-1-yl)-1,1,1-trifluorobutan-2-ol NC1=NC=2C=C(C=CC2C2=C1N=C(N2CCC(C(F)(F)F)O)COCC)CC2=CC=CC=C2